BrC1=C(OC(C(=O)O)C)C(=CC=C1)C=O 2-(2-bromo-6-formyl-phenoxy)propionic acid